BrC=1C=C(C(=NC1)NC(C1=C(C(=CC(=C1)F)[N+](=O)[O-])C)=O)O N-(5-bromo-3-hydroxypyridin-2-yl)-5-fluoro-2-methyl-3-nitrobenzamide